(2-chlorobenzyl)triphenyl-phosphonium ClC1=C(C[P+](C2=CC=CC=C2)(C2=CC=CC=C2)C2=CC=CC=C2)C=CC=C1